N-benzyl-2-(5-(4-(2-(3-(dimethylamino)azetidin-1-yl)ethoxy)phenyl)pyridin-2-yl)acetamide C(C1=CC=CC=C1)NC(CC1=NC=C(C=C1)C1=CC=C(C=C1)OCCN1CC(C1)N(C)C)=O